CC1=C(C(=CC(=C1)C)C)S(=O)(=O)N[C@H](C(=O)O)CNC(=O)C1=NOC2(C1)CN(C(C2)CNC2=NC=CC=C2)C(=O)OCC2=CC=CC=C2 (S)-2-[(2,4,6-trimethylphenyl)sulfonyl]amino-3-[7-benzyloxycarbonyl-8-(2-pyridinylaminomethyl)-1-oxa-2,7-diazaspiro-(4.4)-non-2-en-3-yl]carbonylaminopropionic acid